O=S1(CCCC2=CC(=CC=C12)NC1=NC=C(C(=N1)N[C@H](CO)C1=CC=CC=C1)C=1OC(=NN1)CC)=O (2S)-2-[[2-[(1,1-dioxo-3,4-dihydro-2H-thiochromen-6-yl)amino]-5-(5-ethyl-1,3,4-oxadiazol-2-yl)pyrimidin-4-yl]amino]-2-phenyl-ethanol